t-butyl (4-(benzyloxy)-3-fluoronaphthalen-2-yl)carbamate C(C1=CC=CC=C1)OC1=C(C(=CC2=CC=CC=C12)NC(OC(C)(C)C)=O)F